P-(4-(5-(chlorodifluoromethyl)-1,2,4-oxadiazol-3-yl)-2-fluorophenyl)-N-cyclopentyl-P-methylphosphinic amide ClC(C1=NC(=NO1)C1=CC(=C(C=C1)P(NC1CCCC1)(=O)C)F)(F)F